1-methyl-3-[2-[(2-methylpropan-2-yl)oxycarbonylamino]ethoxy]-6,7-dihydro-5H-cyclopenta[c]pyridine-6-carboxylic acid methyl ester COC(=O)C1CC2=C(C(=NC(=C2)OCCNC(=O)OC(C)(C)C)C)C1